CC1=CC=C(C=C1)C=1C=CC=CC1 3-(4-methylphenyl)benzene